methylsulfamoylglycinyl-N6-[(4-isothiocyanatophenyl)thiocarbamoyl]-L-lysine CNS(=O)(=O)NCC(=O)N[C@@H](CCCCNC(NC1=CC=C(C=C1)N=C=S)=S)C(=O)O